Methyl (5-(6,7-dichloro-4-oxo-3,4-dihydrophthalazin-1-yl)-1H-benzimidazol-2-yl)carbamate ClC=1C=C2C(NN=C(C2=CC1Cl)C1=CC2=C(NC(=N2)NC(OC)=O)C=C1)=O